O[C@H]1CN(C[C@H]1C(NCCCCCCCCCCCCCC)=O)C(=O)OC(C)(C)C |o1:1,5| tert-butyl (3R*,4R*)-3-hydroxy-4-(tetradecylcarbamoyl)pyrrolidine-1-carboxylate